(S)-tert-butyl 3-methyl-6-(2-((3aR,5s,6aS)-2-methyloctahydrocyclopenta[c]pyrrol-5-yl)benzo[d]thiazol-5-yl)-3,4-dihydropyridine-1(2H)-carboxylate C[C@@H]1CN(C(=CC1)C=1C=CC2=C(N=C(S2)C2C[C@@H]3[C@@H](CN(C3)C)C2)C1)C(=O)OC(C)(C)C